5-chloroethenyl-2-(4-methylphenyl)-4-ethyl-4-methyl-4,5-dihydrooxazole ClC=CC1C(N=C(O1)C1=CC=C(C=C1)C)(C)CC